2-(4-Fluorophenyl)-N-{4-[5-methyl-4-oxo-3-(pyridin-2-yl)-4,5-dihydro-1H-pyrrolo[3,2-c]pyridin-2-yl]pyridin-2-yl}acetamid FC1=CC=C(C=C1)CC(=O)NC1=NC=CC(=C1)C1=C(C=2C(N(C=CC2N1)C)=O)C1=NC=CC=C1